P(=O)(OCCCCCCC)(OCCCCCCC)OCCCCCCC tri-n-heptyl phosphate